(1R,3S,5R)-2-(2-(4-amino-6-methoxy-8-methyl-9H-pyrimido[4,5-b]indol-9-yl)acetyl)-N-(6-bromopyridin-2-yl)-5-methyl-2-azabicyclo[3.1.0]hexane-3-carboxamide NC1=NC=NC=2N(C3=C(C=C(C=C3C21)OC)C)CC(=O)N2[C@@H]1C[C@@]1(C[C@H]2C(=O)NC2=NC(=CC=C2)Br)C